4-(4-aminophenoxy)phenyl-1,2-bis(6-amino-2-naphthyloxy)ethane tert-butyl-4-(4-((6-nitropyridin-2-yl)amino)-4-oxobutyl)piperidine-1-carboxylate C(C)(C)(C)OC(=O)N1CCC(CC1)CCCC(=O)NC1=NC(=CC=C1)[N+](=O)[O-].NC1=CC=C(OC2=CC=C(C=C2)C(COC2=CC3=CC=C(C=C3C=C2)N)OC2=CC3=CC=C(C=C3C=C2)N)C=C1